((1R,3s,5S)-8-(2-chloro-5-((1-(trifluoromethyl)-1H-pyrazol-4-yl)ethynyl)pyridin-4-yl)-8-azabicyclo[3.2.1]oct-3-yl)methanol ClC1=NC=C(C(=C1)N1[C@H]2CC(C[C@@H]1CC2)CO)C#CC=2C=NN(C2)C(F)(F)F